1-N-[4-[6-(2,3-dihydroxypropoxycarbamoyl)-7-methoxyquinolin-4-yl]oxyphenyl]-1-N'-(4-fluorophenyl)cyclopropane-1,1-dicarboxamide OC(CONC(=O)C=1C=C2C(=CC=NC2=CC1OC)OC1=CC=C(C=C1)NC(=O)C1(CC1)C(=O)NC1=CC=C(C=C1)F)CO